C(C)C(C=O)=CCCCC 2-ethyl-2-heptenal